C(CCCCCCC)[Si](CCCCCCCC)CCCCCCCC trioctyl-silicon